3-(3-Hydroxyphenyl)-4-methyl-2-(4-{(E)-3-[9-(4,4,5,5,5-pentafluoropentylsulfanyl)nonylamino]propenyl}phenyl)-2H-chromen-6-ol OC=1C=C(C=CC1)C=1C(OC2=CC=C(C=C2C1C)O)C1=CC=C(C=C1)\C=C\CNCCCCCCCCCSCCCC(C(F)(F)F)(F)F